FC=1C=C(CN2C(=NC(=C2)NC([C@H](C)N2C[C@@H](C(CC2)(F)F)C2=CC=[N+](C=C2)[O-])=O)CF)C=C(C1)F 4-((S)-1-((S)-1-((1-(3,5-difluorobenzyl)-2-(fluoromethyl)-1H-imidazol-4-yl)amino)-1-oxopropan-2-yl)-4,4-difluoropiperidin-3-yl)pyridine 1-oxide